C1(CCC1)C(=O)NC1=CC=C(C=C1)C1=NN(C(=C1)C1=C(C(=O)N)C=CC=C1)C (3-(4-(Cyclobutanecarboxamido)phenyl)-1-methyl-1H-pyrazol-5-yl)benzamide